dihydrospiro[cyclohexane-1,3'-pyrrolo[3,2-b]pyridine]-5'-carboxylate N1CC2(C3=NC(=CC=C31)C(=O)[O-])CCCCC2